2-naphthyloxyacetic acid C1=C(C=CC2=CC=CC=C12)OCC(=O)O